NCCOCCOCCOCCOC1=CC=NC2=C(C=CC=C12)S(=O)(=O)NC1=C(C=CC=C1)C#CC1=CN=C(C2=CC=CC=C12)C(=O)O 4-(2-{2-[4-(2-{2-[2-(2-aminoethoxy)ethoxy]ethoxy}ethoxy)quinoline-8-sulfonamido]phenyl}-ethynyl)isoquinoline-1-carboxylic acid